C(CCC)C[SiH](Cl)Cl 1-butylmethyldichlorosilane